(R)-3-(hydroxymethyl)hexanoic acid OC[C@@H](CC(=O)O)CCC